methylenebiscyclohexanediamine C(C1C(CCCC1)(N)N)C1C(CCCC1)(N)N